NC=1C=2N(C=CN1)C(=NC2C2=C(C=C(C=C2)[C@@](C)(C2=CC(=CC=C2)C(F)(F)F)O)F)[C@H]2CN1C(CC[C@@H]1CC2)=O (6R,8aS)-6-[8-Amino-1-(2-fluoro-4-{(1R)-1-hydroxy-1-[3-(trifluoromethyl)phenyl]ethyl}phenyl)-imidazo[1,5-a]pyrazin-3-yl]hexahydroindolizin-3(2H)-on